8-bromo-5-chloro-N-(3-((dimethylamino)methyl)-4-(tetrahydro-2H-pyran-4-yl)phenyl)quinazolin-2-amine BrC=1C=CC(=C2C=NC(=NC12)NC1=CC(=C(C=C1)C1CCOCC1)CN(C)C)Cl